4-azidylphthalic acid N(=[N+]=[N-])C=1C=C(C(C(=O)O)=CC1)C(=O)O